C(C)C(CN1C(=O)C2C3C=CC(C2C1=O)C3)CCCCC N-(2-ethylheptyl)-bicyclo[2.2.1]Hept-5-ene-2,3-dicarboximide